7-bromo-6-fluorobenzopyran-4-one BrC1=CC2=C(C(C=CO2)=O)C=C1F